Methyl ((4'-((2-(tert-butyl)-1H-imidazol-1-yl) methyl)-3',5'-difluoro-5-isobutyl-[1,1'-biphenyl]-2-yl)sulfonyl)carbamate C(C)(C)(C)C=1N(C=CN1)CC1=C(C=C(C=C1F)C1=C(C=CC(=C1)CC(C)C)S(=O)(=O)NC(OC)=O)F